CC1([C@H]2CN([C@@H]([C@@H]12)C(=O)OC)C([C@H](C(C)(C)C)NC)=O)C methyl (1r,2S,5S)-6,6-dimethyl-3-[(2S)-3,3-dimethyl-2-(methylamino) butanoyl]-3-azabicyclo[3.1.0]hexane-2-carboxylate